N(=[N+]=[N-])CC(CF)N1C(=NC=C1)[N+](=O)[O-] (1-azido-3-fluoropropan-2-yl)-2-nitro-1H-imidazole